tert-butyl 3-((3-(6-morpholino-1H-benzo[d]imidazol-2-yl)-1H-indazole-5-carboxamido)methyl)piperidine-1-carboxylate O1CCN(CC1)C=1C=CC2=C(NC(=N2)C2=NNC3=CC=C(C=C23)C(=O)NCC2CN(CCC2)C(=O)OC(C)(C)C)C1